(2R)-7-((2S,5R)-4-acryloyl-2,5-dimethylpiperazin-1-yl)-9-chloro-10-(2,4-difluorophenyl)-2-(3-(4-methylpiperazin-1-yl)propyl)-2,3-dihydro-5H-[1,4]oxazino[2,3,4-ij]quinazolin-5-one C(C=C)(=O)N1C[C@@H](N(C[C@H]1C)C1=NC(N2C3=C(C(=C(C=C13)Cl)C1=C(C=C(C=C1)F)F)O[C@@H](C2)CCCN2CCN(CC2)C)=O)C